3-(sec-butyl)-N-(2-hydroxyethyl)-N-isopropyl-2-oxo-1,2,3,5-tetrahydro-4H-benzo[1,4]diazepine-4-carboxamide C(C)(CC)C1C(NC2=C(CN1C(=O)N(C(C)C)CCO)C=CC=C2)=O